2-(3',5'-dimethylphenyl)-3-isobutylquinoline CC=1C=C(C=C(C1)C)C1=NC2=CC=CC=C2C=C1CC(C)C